di(3-aminopropyl)amine NCCCNCCCN